7-(5-fluoro-2-(1-(1-(4-fluorophenyl)ethyl)-1H-pyrazol-4-yl)pyridin-4-yl)-[1,2,4]triazolo[1,5-a]pyridin-2-amine FC=1C(=CC(=NC1)C=1C=NN(C1)C(C)C1=CC=C(C=C1)F)C1=CC=2N(C=C1)N=C(N2)N